7,5'-dihydroxy-3'-methoxy-isoflavone OC1=CC=C2C(C(=COC2=C1)C1=CC(=CC(=C1)O)OC)=O